O1CCC2=C1C=CC(=C2)NC(=O)C=2C=CC1=C(N=C(O1)N1CCN(CC1)C)C2 2-(4-methyl-piperazin-1-yl)-benzoxazole-5-carboxylic acid (2,3-dihydro-benzofuran-5-yl)-amide